(5-phenyl-4,5-dihydro-1H-pyrazol-1-yl)(1-(pyrimidine-2-carbonyl)piperidin-4-yl)methanone C1(=CC=CC=C1)C1CC=NN1C(=O)C1CCN(CC1)C(=O)C1=NC=CC=N1